N-((7R)-2-Cyano-2-azabicyclo[2.2.1]heptan-7-yl)-5-(2-(phenylamino)phenyl)-1H-pyrazol-3-carboxamid C(#N)N1C2CCC(C1)[C@H]2NC(=O)C2=NNC(=C2)C2=C(C=CC=C2)NC2=CC=CC=C2